ethyl-1H-pyrazol C(C)N1N=CC=C1